N1C(=CC=C1)C=O R-2-pyrrolecarboxaldehyde